9'H-9,1':3',9''-tercarbazole C1=CC=CC=2C3=CC=CC=C3N(C12)C1=CC(=CC=2C3=CC=CC=C3NC12)N1C2=CC=CC=C2C=2C=CC=CC12